(1S,2R)-2-((S)-5-Chloro-1-((3-oxomorpholino)methyl)-8-((4,5,6,7-tetrahydro-[1,2,3]triazolo[1,5-a]pyridin-3-yl)methoxy)-1,2,3,4-tetrahydroisochinolin-2-carbonyl)-1-methylcyclohexan ClC1=C2CCN([C@@H](C2=C(C=C1)OCC=1N=NN2C1CCCC2)CN2C(COCC2)=O)C(=O)[C@H]2[C@H](CCCC2)C